C1(=CC=CC=C1)NCCNC1=C(CO)C=CC=C1 2-(2-(phenylamino)ethylamino)benzyl alcohol